5-(1-(3,5-Dichloropyridin-4-yl)ethoxy)-N-(1-(2-Hydroxyethyl)-1H-Pyrazol-4-yl)-1H-Indazol-3-Carboxamid ClC=1C=NC=C(C1C(C)OC=1C=C2C(=NNC2=CC1)C(=O)NC=1C=NN(C1)CCO)Cl